(S)-3-(((2,5-bis(trifluoromethyl)pyrazolo[1,5-a]pyrimidin-7-yl)amino)methyl)-3-phenylpyrrolidine-1-sulfonamide FC(C1=NN2C(N=C(C=C2NC[C@@]2(CN(CC2)S(=O)(=O)N)C2=CC=CC=C2)C(F)(F)F)=C1)(F)F